C(C)(C1=C(C(=CC(=C1)C(C)(C)C)C(C)(C)C)O)C1=C(C(=CC(=C1)C(C)(C)C)C(C)(C)C)O 2,2'-Ethylidene-bis(4,6-di-tert-butylphenol)